OC1=C(C=CC=C1)C1=NC(=C2N1CCCC2)C2=C(C=NC=C2)O 4-(3-(2-hydroxyphenyl)-5,6,7,8-tetrahydroimidazo[1,5-a]pyridin-1-yl)pyridin-3-ol